C(\C=C/C=C\C=C/C=C\C=C\C=C/CCCCCCCC)=O 3Z,6Z,9Z,12Z,15Z,18Z-Heneicosanhexaenal